((3R,5R)-3-amino-5-fluoropiperidin-1-yl)(2-(2-cyclopropyl-6-(cyclopropylmethyl)-6H-thieno[2,3-b]pyrrol-5-yl)-7-methoxy-1-methyl-1H-benzo[d]imidazol-5-yl)methanone hydrochloride Cl.N[C@H]1CN(C[C@@H](C1)F)C(=O)C1=CC2=C(N(C(=N2)C2=CC3=C(N2CC2CC2)SC(=C3)C3CC3)C)C(=C1)OC